C(C)(C)(C)C1=CC=C(C=C1)\C(=C/C(=O)N1CCOCC1)\C1=CC(=NC=C1)Cl (2E)-3-(4-tert-butyl-phenyl)-3-(2-chloropyridin-4-yl)-1-(morpholin-4-yl)prop-2-en-1-one